FC1=NC=CC=C1C(=O)O 2-fluoropyridine-3-carboxylic acid